NC1=NC(=CC(=N1)N1CCC2(C[C@H](NC2)C(=O)O)CC1)O[C@@H](C(F)(F)F)C1=C(C=C(C=C1)C=1C=C2C=CC=NC2=CC1)N1N=C(C=C1)C (S)-8-(2-amino-6-((R)-2,2,2-trifluoro-1-(2-(3-methyl-1H-pyrazol-1-yl)-4-(quinolin-6-yl)phenyl)ethoxy)pyrimidin-4-yl)-2,8-diazaspiro[4.5]decane-3-carboxylic acid